3,4-dichloro-hexafluoro-1-butene ClC(C(=C(F)F)F)(C(Cl)(F)F)F